6-[4-[acetyl(cyclopropylmethyl)amino]-3-chloro-phenyl]-N-(thiazol-2-ylmethyl)pyridine-3-carboxamide C(C)(=O)N(C1=C(C=C(C=C1)C1=CC=C(C=N1)C(=O)NCC=1SC=CN1)Cl)CC1CC1